N-(6-(4-fluorophenyl)-2-(2-morpholinoethyl)-2H-indazol-5-yl)-2-(pyrimidin-5-yl)thiazole-4-carboxamide FC1=CC=C(C=C1)C=1C(=CC2=CN(N=C2C1)CCN1CCOCC1)NC(=O)C=1N=C(SC1)C=1C=NC=NC1